4-((1-(((benzyloxy)carbonyl)(methyl)amino)-2-methylpropan-2-yl)oxy)-2-(3-iodophenyl)-2-methylbutanoic acid C(C1=CC=CC=C1)OC(=O)N(CC(C)(C)OCCC(C(=O)O)(C)C1=CC(=CC=C1)I)C